3-((5-fluoro-4-(3-(2-oxo-1,3-oxazinan-3-yl)phenyl)pyrimidin-2-yl)amino)cyclohexane-1-carboxylic acid FC=1C(=NC(=NC1)NC1CC(CCC1)C(=O)O)C1=CC(=CC=C1)N1C(OCCC1)=O